ClC=1C=C2C3=C(NC2=CC1Cl)CN(C(C3)C)C(=O)OC(C)(C)C tert-butyl 6,7-dichloro-3-methyl-1,3,4,9-tetrahydro-2H-pyrido[3,4-b]indole-2-carboxylate